2-chloro-5-(2,3-difluorophenyl)-4-hydroxybenzonitrile ClC1=C(C#N)C=C(C(=C1)O)C1=C(C(=CC=C1)F)F